OC(C(=O)N)C1=CC=C(C=C1)NC(CNC=1SC2=C(N1)C=CC(=C2)OC)=O hydroxy-2-(4-(2-((6-methoxybenzo[d]thiazol-2-yl)amino)acetamido)phenyl)acetamide